rac-2-phenylpropionate C1(=CC=CC=C1)[C@H](C(=O)[O-])C |r|